NC1=NC=C(C2=C1C(=C(N2C)I)C=2C=C(C(=NC2)C(=O)N[C@@H](C(F)(F)F)C)Cl)Br 5-(4-amino-7-bromo-2-iodo-1-methylpyrrolo[3,2-c]pyridin-3-yl)-3-chloro-N-[(2R)-1,1,1-trifluoropropan-2-yl]pyridine-2-carboxamide